2-(benzofuran-5-yl)-3-isopropyl-5-(piperidin-4-yl)-1H-indole O1C=CC2=C1C=CC(=C2)C=2NC1=CC=C(C=C1C2C(C)C)C2CCNCC2